N-(3-(hydroxymethyl)tetrahydrofuran-3-yl)-2-methyl-5-((2-(trifluoromethyl)pyridin-3-yl)-methoxy)benzofuran-3-carboxamide OCC1(COCC1)NC(=O)C1=C(OC2=C1C=C(C=C2)OCC=2C(=NC=CC2)C(F)(F)F)C